N,N-diphenyl-dibenzo[b,d]furan-3-amine C1(=CC=CC=C1)N(C=1C=CC2=C(OC3=C2C=CC=C3)C1)C1=CC=CC=C1